1,3,6,7-tetrahydroxy-2-isopentenyl-xanthone OC1=C(C(=CC=2OC3=CC(=C(C=C3C(C12)=O)O)O)O)CCC(=C)C